Cl.ClC1=C2C(=C3CN(C(C3=C1)=O)[C@@H]1C(NC(CC1)=O)=O)OCC21CCNCC1 (S)-3-(4-chloro-6-oxo-6,8-dihydro-2h,7h-spiro[furo[2,3-e]isoindol-3,4'-piperidin]-7-yl)piperidine-2,6-dione hydrochloride